C(C)N(C(C(C)C)=O)CC N,N-diethyl-2-methylpropionamide